FC=1C(NC(=NC1)C1=NN(C(=C1)C=1OC=CN1)CC1=C(C=CC=C1)F)=O 5-fluoro-2-(1-(2-fluorobenzyl)-5-(oxazol-2-yl)-1H-pyrazol-3-yl)-pyrimidin-4(3H)-one